3-(azetidin-3-yl)-6-fluoro-1H-indole N1CC(C1)C1=CNC2=CC(=CC=C12)F